(R)-N-(3-(4-(aminomethyl)phenyl)-1-(4-methylpiperazin-1-yl)-1-oxopropan-2-yl)propanamide NCC1=CC=C(C=C1)C[C@H](C(=O)N1CCN(CC1)C)NC(CC)=O